N(=[N+]=[N-])[C@](C)(C1CC1)C1=CN=C(C2=CN=C(C=C12)Cl)OC1(CC1)C (R)-4-(1-Azido-1-cyclopropylethyl)-6-chloro-1-(1-methylcyclopropoxy)-2,7-naphthyridine